BrC=1C=C2C(=C(C(N(C2=CC1OC)C)=O)C#N)N1CCC(CC1)(C=1OC2=C(N1)C=C(C=C2)C)C 6-bromo-7-methoxy-1-methyl-4-[4-methyl-4-(5-methyl-1,3-benzoxazol-2-yl)piperidin-1-yl]-2-oxo-1,2-dihydroquinoline-3-carbonitrile